S(=O)(=O)(C1=CC=CC=2C(N(C)C)=CC=CC12)C(CC(CC)=O)Cl dansyl-chloropropione